C(C)(C)(C)OC(CC[C@H](NC(CCOCCOCCNC(CNC(CN1CCN(CCN(CCN(CC1)CC(OC(C)(C)C)=O)CC(OC(C)(C)C)=O)CC(=O)OC(C)(C)C)=O)=O)=O)C(=O)O)=O (S)-17-(3-(tert-butoxy)-3-oxopropyl)-2,5,15-trioxo-1-(4,7,10-tris(2-(tert-butoxy)-2-oxoethyl)-1,4,7,10-tetraazacyclododecan-1-yl)-9,12-dioxa-3,6,16-triazaoctadecan-18-oic acid